isononyl nonanoate C(CCCCCCCC)(=O)OCCCCCCC(C)C